FC(OC1=NC(=CC=C1)CN1C=NC(=C1)C(F)(F)F)F 2-(difluoromethoxy)-6-[[4-(trifluoromethyl)imidazol-1-yl]methyl]pyridine